(4R)-4-[3-oxo-3-[3-[5-[3-(trifluoromethyl)-1-bicyclo[1.1.1]pentyl]-1,2,4-oxadiazol-3-yl]azetidin-1-yl]propyl]oxazolidin-2-one O=C(CC[C@H]1NC(OC1)=O)N1CC(C1)C1=NOC(=N1)C12CC(C1)(C2)C(F)(F)F